tert-butyl (S)-(1-fluoro-3-(6-(methylamino)-7-nitro-1-oxo-3,4-dihydroisoquinolin-2(1H)-yl)propan-2-yl)carbamate FC[C@H](CN1C(C2=CC(=C(C=C2CC1)NC)[N+](=O)[O-])=O)NC(OC(C)(C)C)=O